3-(5-(6-(((2,6-difluoro-phenethyl)amino)methyl)imidazo[1,2-a]pyridin-8-yl)-1-oxoisoindolin-2-yl)piperidine-2,6-dione FC1=C(CCNCC=2C=C(C=3N(C2)C=CN3)C=3C=C2CN(C(C2=CC3)=O)C3C(NC(CC3)=O)=O)C(=CC=C1)F